O=C1NC(CCC1N1C(C2=CC=C(C=C2C1)C1CN(C1)C(=O)OC(C)(C)C)=O)=O Tert-butyl 3-[2-(2,6-dioxopiperidin-3-yl)-1-oxo-3H-isoindol-5-yl]azetidine-1-carboxylate